ditolyl-germanium C1(=C(C=CC=C1)[Ge]C1=C(C=CC=C1)C)C